2-methyl-1-(4-methylthiophenyl)-2-morpholinylpropane-1-one CC(C(=O)C=1SC=C(C1)C)(C)N1CCOCC1